5-(3-chloro-1H-pyrrolo[2,3-b]pyridin-4-yl)-2-(6-((6-methoxypyridin-3-yl)methyl)-3,6-diazabicyclo[3.1.1]heptan-3-yl)thiazole ClC1=CNC2=NC=CC(=C21)C2=CN=C(S2)N2CC1N(C(C2)C1)CC=1C=NC(=CC1)OC